N-(2-hydroxyethyl)-N-ethylacetamide OCCN(C(C)=O)CC